NC=1C(=CC2=C(N=C(O2)NC=2NC(=C(C(N2)C2=C(C=CC=C2)Cl)C(=O)NC=2C=C(C(=O)O)C=CN2)C)C1)F 2-(2-((5-amino-6-fluorobenzo[d]oxazol-2-yl)amino)-4-(2-chlorophenyl)-6-methyl-1,4-dihydropyrimidine-5-carboxamido)isonicotinic acid